N-((5-(4-(((2S,4R)-2-methyl-1-propionyl-1,2,3,4-tetrahydroquinolin-4-yl)amino)phenyl)-1,3,4-oxadiazol-2-yl)methyl)pentaneamide C[C@@H]1N(C2=CC=CC=C2[C@@H](C1)NC1=CC=C(C=C1)C1=NN=C(O1)CNC(CCCC)=O)C(CC)=O